Ethyl (((2-aminoethyl) thio) (((R)-1-ethoxy-1-oxopropan-2-yl) amino) phosphoryl)-L-alaninate TFA salt OC(=O)C(F)(F)F.NCCSP(=O)(N[C@@H](C(=O)OCC)C)N[C@@H](C)C(=O)OCC